(E)-ethyl 3-(3-(1-methylcyclopropyl)-1,2,4-oxadiazol-5-yl)acrylate CC1(CC1)C1=NOC(=N1)/C=C/C(=O)OCC